(S)-3a-Hydroxy-1-(4-iodophenyl)-6,7-dimethyl-1,2,3,3a-tetrahydro-4H-pyrrolo[2,3-b]quinolin-4-one O[C@@]12C(=NC3=CC(=C(C=C3C1=O)C)C)N(CC2)C2=CC=C(C=C2)I